S-(3-(((2R,4aR,6R,7aS)-6-(2-amino-6-thioxo-1,6-dihydro-9H-purin-9-yl)-2-oxidotetrahydro-4H-furo[3,2-d][1,3,2]dioxaphosphinin-2-yl)oxy)propyl) 2,2-dimethyl-3-propoxypropanethioate CC(C(SCCCO[P@@]1(OC[C@@H]2[C@@H](O1)C[C@@H](O2)N2C=1N=C(NC(C1N=C2)=S)N)=O)=O)(COCCC)C